1-((1H-Pyrazol-4-yl)methyl)-3-(4-((4-(4-methoxyphenyl)thiazol-2-yl)amino)phenyl)urea N1N=CC(=C1)CNC(=O)NC1=CC=C(C=C1)NC=1SC=C(N1)C1=CC=C(C=C1)OC